CN1CCC(CC1)CNC=1N=CC2=C(N1)NC=C2C2=CC=1N(C=C2)N=CC1C(=O)NC=1C=NC=CC1 5-(2-(((1-methylpiperidin-4-yl)methyl)amino)-7H-pyrrolo[2,3-d]pyrimidin-5-yl)-N-(pyridin-3-yl)pyrazolo[1,5-a]pyridine-3-carboxamide